C(C1=CC=CC=C1)OC(=O)[C@H]1N(C[C@@H](C1)C1=C(C=CC=C1)C)C(CNC(CCCOC1=CC=CC=C1)=O)=O (2S,4S)-1-((4-phenoxybutyryl)glycyl)-4-(o-tolyl)pyrrolidine-2-carboxylic acid benzyl ester